ethyl 4-(1-hydroxy-1-methylethyl)-2-propyl-imidazole-5-carboxylate OC(C)(C)C=1N=C(NC1C(=O)OCC)CCC